N~2~-[(2S,3S)-2-[(3'-fluoro[1,1'-biphenyl]-3-yl)methyl]-1-(3-hydroxy-2,2-dimethylpropanoyl)pyrrolidin-3-yl]-N~1~,N~1~-dimethylethanediamide FC=1C=C(C=CC1)C1=CC(=CC=C1)C[C@@H]1N(CC[C@@H]1NC(C(=O)N(C)C)=O)C(C(CO)(C)C)=O